5-(2-Isocyanatoethyl)benzo[d][1,3]dioxole N(=C=O)CCC1=CC2=C(OCO2)C=C1